CC(C#C)(CC\C=C(\CCCC(C)C)/C)O (E)-3,7,11-trimethyldodec-6-en-1-yn-3-ol